BrC1=CC=C(C=C1)[C@@H]1[C@H]([C@@H](CCC1)C(NC1=CC=C(C=C1)C(C)C)=O)C(=O)OCC1=CC=CC=C1 benzyl (1R,2S,6R)-2-(4-bromophenyl)-6-((4-isopropylphenyl)carbamoyl)cyclohexane-1-carboxylate